γ-phthalimido-α-hydroxybutyric acid C1(C=2C(C(N1CCC(C(=O)O)O)=O)=CC=CC2)=O